ClC1=C(C(=C(C(=C1F)F)CCCC(=O)O)F)F 4-(4-chloro-2,3,5,6-tetrafluorophenyl)butanoic acid